tetramethyl-ammonium tetrakis(pentafluorophenyl)borate FC1=C(C(=C(C(=C1[B-](C1=C(C(=C(C(=C1F)F)F)F)F)(C1=C(C(=C(C(=C1F)F)F)F)F)C1=C(C(=C(C(=C1F)F)F)F)F)F)F)F)F.C[N+](C)(C)C